FC1([C@H](C1)C(=O)NC1=NC=C(C=C1)C1=NC(=NC=C1)NC=1C=NN(C1)C)F (R)-2,2-difluoro-N-(5-(2-((1-methyl-1H-pyrazol-4-yl)amino)pyrimidin-4-yl)pyridin-2-yl)cyclopropane-1-carboxamide